1,4-dithiane-2,3-dicarbonitrile S1C(C(SCC1)C#N)C#N